(S)-N-((R or S)-(3-chloro-4-fluorophenyl)(4-chlorophenyl)methyl)-5-oxopyrrolidine-3-carboxamide ClC=1C=C(C=CC1F)[C@H](NC(=O)[C@@H]1CNC(C1)=O)C1=CC=C(C=C1)Cl |o1:8|